1-((benzo[d]thiazol-2-ylamino)(5-chloro-1-phenyl-3-trifluoromethyl-1H-pyrazol-4-yl)methyl)naphthalene-2-ol S1C(=NC2=C1C=CC=C2)NC(C2=C(C=CC1=CC=CC=C21)O)C=2C(=NN(C2Cl)C2=CC=CC=C2)C(F)(F)F